ClC1=C(C=C2C(=N1)N=C(O2)N2CCOCC2)/C=C/C(=O)OCC Ethyl (E)-3-(5-chloro-2-morpholinooxazolo[4,5-b]pyridin-6-yl)acrylate